8-cyclohexyl-tetracyclo[4.4.0.12,5.17,10]dodeca-3-ene C1(CCCCC1)C1C2C3C4C=CC(C3C(C1)C2)C4